6-methylimidazo[1,2-a]pyridine-3-carboxylic acid HCl salt Cl.CC=1C=CC=2N(C1)C(=CN2)C(=O)O